FC1=C(C=C(C=C1)NC(=O)C=1C(=C(N(C1C)C)C(C(=O)NC1=CC(=C(C=C1)B(O)O)OC)=O)C)C (4-(2-(4-((4-fluoro-3-methylphenyl)carbamoyl)-1,3,5-trimethyl-1H-pyrrol-2-yl)-2-oxoacetamido)-2-methoxyphenyl)boronic acid